6-methyl-2-(4-methylphenyl)-imidazo[1,2-a]pyridine-3-acetonitrile CC=1C=CC=2N(C1)C(=C(N2)C2=CC=C(C=C2)C)CC#N